[Si](C)(C)(C(C)(C)C)OCC1=CN2C(=C3C=NN(C(C3=C2C)=O)CC2=NN(C=C2)C)S1 2-(((tert-butyldimethylsilyl)oxy)methyl)-5-methyl-7-((1-methyl-1H-pyrazol-3-yl)methyl)thiazolo[3',2':1,2]pyrrolo[3,4-d]pyridazin-6(7H)-one